(imidazo[1,2-b]pyridazin-3-ylethynyl)-4-methyl-N-(5-(trifluoromethyl)-[1,1'-biphenyl]-3-yl)benzamide N=1C=C(N2N=CC=CC21)C#CC2=C(C(=O)NC=1C=C(C=C(C1)C(F)(F)F)C1=CC=CC=C1)C=CC(=C2)C